N-Benzyl-1-(2,6-dimethoxyphenyl)-2-(6-ethoxypyridin-2-yl)-1H-imidazo[4,5-b]pyrazine-6-carboxamide C(C1=CC=CC=C1)NC(=O)C1=CN=C2C(=N1)N(C(=N2)C2=NC(=CC=C2)OCC)C2=C(C=CC=C2OC)OC